N,N-dimethyl-2-(4-(4,4,5,5-tetramethyl-1,3,2-dioxaborolan-2-yl)-1H-indol-3-yl)ethan-1-amine CN(CCC1=CNC2=CC=CC(=C12)B1OC(C(O1)(C)C)(C)C)C